4-[4'-(TRIFLUOROMETHOXY)PHENOXYMETHYL]PHENYLBORONIC ACID FC(OC1=CC=C(OCC2=CC=C(C=C2)B(O)O)C=C1)(F)F